(4-benzoxazol-2-yl-phenyl)-(4-dibenzothiophen-4-yl-phenyl)-amine O1C(=NC2=C1C=CC=C2)C2=CC=C(C=C2)NC2=CC=C(C=C2)C2=CC=CC1=C2SC2=C1C=CC=C2